5-[(3-carbamoylphenyl)methyl]-7-octyl-5H,6H,7H,8H,9H,10H-cyclohepta[b]indole-4-carboxylic acid C(N)(=O)C=1C=C(C=CC1)CN1C2=C(C3=CC=CC(=C13)C(=O)O)CCCC(C2)CCCCCCCC